C(C)(=O)NC=1C=C(OC2=CC=NC3=CC=C(C=C23)C(=O)O)C=C(C1)OC 4-(3-Acetamido-5-methoxyphenoxy)quinoline-6-carboxylic acid